1,1,1,3,3,3-hexafluoropropan-2-yl 1-(4-fluoro-3-(2-fluoroethoxy) benzyl)-1,8-diazaspiro[4.5]decane-8-carboxylate FC1=C(C=C(CN2CCCC23CCN(CC3)C(=O)OC(C(F)(F)F)C(F)(F)F)C=C1)OCCF